3-((S)-3-((S)-8-(4'-(1-aminocyclopropyl)-6-methoxybiphenyl-3-ylsulfonyl)-1-oxa-8-azaspiro[4.5]decan-3-ylamino)-2-hydroxypropoxy)-N-methylbenzenesulfonamide NC1(CC1)C1=CC=C(C=C1)C1=CC(=CC=C1OC)S(=O)(=O)N1CCC2(C[C@@H](CO2)NC[C@@H](COC=2C=C(C=CC2)S(=O)(=O)NC)O)CC1